1-(4-methylbenzyl)-5-oxo-N-(5-(trifluoromethyl)thiazol-2-yl)pyrrolidine-3-carboxamide CC1=CC=C(CN2CC(CC2=O)C(=O)NC=2SC(=CN2)C(F)(F)F)C=C1